(E)-N-(4-(2-acetyl-5-methoxyphenoxy)phenyl)-3-(3,5,6-trimethylpyrazin-2-yl)acrylamide (E,Z)-8,10-pentadecadienyl-acetate C(CCCCCC\C=C\C=C/CCCC)CC(=O)O.C(C)(=O)C1=C(OC2=CC=C(C=C2)NC(\C=C\C2=NC(=C(N=C2C)C)C)=O)C=C(C=C1)OC